N-(6-bromohexyl)-4-methoxybenzenesulfonamide BrCCCCCCNS(=O)(=O)C1=CC=C(C=C1)OC